2-(2-((2-(1-butyl-6-phenyl-1H-benzo[d]imidazol-2-yl)ethyl)amino)ethyl)-N-((3-fluoropyridin-2-yl)methyl)oxazole-4-carboxamide C(CCC)N1C(=NC2=C1C=C(C=C2)C2=CC=CC=C2)CCNCCC=2OC=C(N2)C(=O)NCC2=NC=CC=C2F